(1,3-dimesityl-4-imidazolin-2-ylidene)(3-phenyl-1H-indene-1-ylidene)(tricyclohexylphosphine) ruthenium dichloride [Ru](Cl)Cl.C1(=C(C(=CC(=C1)C)C)N1C(N(C=C1)C1=C(C=C(C=C1C)C)C)=C1C(C(CCC1)P(C1CCCCC1)C1CCCCC1)=C1C=C(C2=CC=CC=C12)C1=CC=CC=C1)C